4-hydroxy-pyrrolidine-2-carboxylic acid tert-butyl ester C(C)(C)(C)OC(=O)C1NCC(C1)O